C(CCCCCCCCCCCCCCCCCCC)OC(CCCCCCC\C=C/CCCCCCCC)=O oleic acid eicosyl ester